4-Hydroxy-4-methyl-piperidine-1-carboxylic acid [6-fluoro-7-(4-fluoro-phenyl)-4-methoxy-thiazolo[4,5-c]pyridin-2-yl]-amide FC1=C(C2=C(C(=N1)OC)N=C(S2)NC(=O)N2CCC(CC2)(C)O)C2=CC=C(C=C2)F